N-[5-[3-(methanesulfonamido)phenyl]-1-methyl-2-oxopyridin-3-yl]propanamide CS(=O)(=O)NC=1C=C(C=CC1)C=1C=C(C(N(C1)C)=O)NC(CC)=O